cinnamyl[5-(Diethylamino)-2-mesitylimidazo[1,5-a]pyridin-3-ylidene]chloropalladium(II) C(C=CC1=CC=CC=C1)[Pd-2](Cl)=C1N(C=C2N1C(=CC=C2)N(CC)CC)C2=C(C=C(C=C2C)C)C